C(C(C)C)(=O)N1CCC(CC1)NC(=O)C1=CC(=CC=2N(C=NC21)CC(F)(F)F)C#CCNC=2C(OC)=CC=C(C2)S(=O)(=O)C N-(1-isobutyryl-4-piperidyl)-6-[3-(4-mesyl-2-anisidino)-1-propynyl]-1-(2,2,2-trifluoroethyl)-1H-benzo[d]imidazole-4-carboxamide